(4-(Ethylsulfonyl)benzyl)-1-(2-(trifluoromethyl)benzyl)-1H-indole-5-carboxamide C(C)S(=O)(=O)C1=CC=C(CC=2N(C3=CC=C(C=C3C2)C(=O)N)CC2=C(C=CC=C2)C(F)(F)F)C=C1